1-(1-propionylpiperidin-4-yl)-3-(4-(trifluoromethoxy)phenyl)urea C(CC)(=O)N1CCC(CC1)NC(=O)NC1=CC=C(C=C1)OC(F)(F)F